(1S,3S)-3-((6-(5-(((cyclobutyl-methoxy)carbonyl)amino)-1-methyl-1H-1,2,3-triazol-4-yl)pyridin-3-yl)oxy)cyclohexane-1-carboxylic acid C1(CCC1)COC(=O)NC1=C(N=NN1C)C1=CC=C(C=N1)O[C@@H]1C[C@H](CCC1)C(=O)O